CN(CCCC(=O)OC(CCCCCCC\C=C/C\C=C/CCCCC)CCCCCCC\C=C/C\C=C/CCCCC)C (6Z,9Z,26Z,29Z)-Pentatriaconta-6,9,26,29-tetraen-18-yl 4-(dimethylamino)butanoate